8-(4,4-difluoropiperidin-1-yl)-N-(3-(2,6-dioxopiperidin-3-yl)benzofuran-5-yl)octanamide FC1(CCN(CC1)CCCCCCCC(=O)NC=1C=CC2=C(C(=CO2)C2C(NC(CC2)=O)=O)C1)F